C(C)(C)(C)OC(CCCCCC(C)C)=O t-butylisononanoate